3-butylpyrrolium cyanide [C-]#N.C(CCC)C1=C[NH2+]C=C1